9-hydroxy-N-((R)-1-(((R)-4-hydroxy-3-oxo-1-((S)-2-oxopyrrolidin-3-yl)butan-2-yl)amino)-4,4-dimethyl-1-oxopentan-2-yl)-9H-fluorene-9-carboxamide OC1(C2=CC=CC=C2C=2C=CC=CC12)C(=O)N[C@@H](C(=O)N[C@H](C[C@H]1C(NCC1)=O)C(CO)=O)CC(C)(C)C